5-bromo-3,3-dimethyl-1-(2-(methylsulfonyl)pyrimidin-4-yl)-2,3-dihydro-1H-pyrrolo[3,2-b]pyrrole BrC1=CC=2N(CC(C2N1)(C)C)C1=NC(=NC=C1)S(=O)(=O)C